(S)-(6-(3-(1H-indol-1-yl)prop-1-yn-1-yl)-3-(1-amino-1,3-dihydrospiro[inden-2,4'-piperidin]-1'-yl)pyrazin-2-yl)methanol N1(C=CC2=CC=CC=C12)CC#CC1=CN=C(C(=N1)CO)N1CCC2(CC1)[C@@H](C1=CC=CC=C1C2)N